C[C@@]1(CS(C2=C(N(C1)C1=CC=CC=C1)C=C(C(=C2)O/C=C/C(=O)O)SC)(=O)=O)CCC (R)-(E)-3-((3-methyl-7-(methylthio)-1,1-dioxido-5-phenyl-3-propyl-2,3,4,5-tetrahydro-1,5-benzothiazepin-8-yl)oxy)acrylic acid